myristyl ether sulfate sodium salt [Na+].S(=O)(=O)([O-])[O-].C(CCCCCCCCCCCCC)OCCCCCCCCCCCCCC.[Na+]